N[C@H](C(=O)NC1=C(C=CC=C1)CO)C (2S)-2-amino-N-[2-(hydroxymethyl)phenyl]propanamide